4,7-dibromo-5-fluoro-[2,1,3]Benzothiadiazole BrC1=C(C=C(C2=NSN=C21)Br)F